(R)-3-(but-2-yn-1-yloxy)-4-methyl-N-(1-(naphthalen-1-yl)ethyl)benzamide C(C#CC)OC=1C=C(C(=O)N[C@H](C)C2=CC=CC3=CC=CC=C23)C=CC1C